methyl 1-(6-butyl-3-(7-fluorobenzofuran-5-yl)pyrazin-2-yl)piperidine-4-carboxylate C(CCC)C1=CN=C(C(=N1)N1CCC(CC1)C(=O)OC)C=1C=C(C2=C(C=CO2)C1)F